N-[3-(4-ethyl-5-fluoro-6-oxo-1,6-dihydropyrimidin-2-yl)-2-fluoro-4-(trifluoromethyl)benzyl]-1-[5-(trifluoromethyl)pyridin-2-yl]piperidine-4-carboxamide C(C)C=1N=C(NC(C1F)=O)C=1C(=C(CNC(=O)C2CCN(CC2)C2=NC=C(C=C2)C(F)(F)F)C=CC1C(F)(F)F)F